1-(2-(3-oxa-6-azabicyclo[3.1.1]heptan-6-yl)ethyl)-4-hydroxy-2-oxo-N-(spiro[2.5]octan-6-yl)-1,2-dihydro-1,8-naphthyridine-3-carboxamide C12COCC(N1CCN1C(C(=C(C3=CC=CN=C13)O)C(=O)NC1CCC3(CC3)CC1)=O)C2